NCC=1C=C2C=C(N(C2=CC1)CCCS(=O)(=O)C)CN1C(N(C2=C1C=NC=C2)C2CC2)=O 3-((5-(aminomethyl)-1-(3-(methylsulfonyl)propyl)-1H-indol-2-yl)methyl)-1-cyclopropyl-1,3-dihydro-2H-imidazo[4,5-c]pyridin-2-one